1,3-diphenyltetramethyldisiloxane C1(=CC=CC=C1)[Si](O[Si](C1=CC=CC=C1)(C)C)(C)C